Ethyl (R)-2-((S)-2-(2-(4-chlorophenyl)-2-methylpropanamido)-3,3-dimethylbutanamido)-4-cyanobutanoate ClC1=CC=C(C=C1)C(C(=O)N[C@H](C(=O)N[C@@H](C(=O)OCC)CCC#N)C(C)(C)C)(C)C